trans-Propyl 4-((4-(1-cyclopropyl-1H-pyrazol-4-yl)pyridin-2-yl)((trans-4-(5-methoxy-6-methylpyridin-2-yl)cyclohexyl)methyl)carbamoyl)-cyclohexanecarboxylate C1(CC1)N1N=CC(=C1)C1=CC(=NC=C1)N(C(=O)[C@@H]1CC[C@H](CC1)C(=O)OCCC)C[C@@H]1CC[C@H](CC1)C1=NC(=C(C=C1)OC)C